6-(4-(2-isopropyl-2,7-diazaspiro[3.5]nonan-7-yl)phenyl)-1,4-dimethyl-2-(4-(methylsulfonyl)phenyl)-1H-imidazo[4,5-c]pyridine C(C)(C)N1CC2(C1)CCN(CC2)C2=CC=C(C=C2)C2=CC1=C(C(=N2)C)N=C(N1C)C1=CC=C(C=C1)S(=O)(=O)C